CS(=O)(=O)C(C(=O)N)C 2-(methylsulfonyl)propionamide